C(C)O[C@@H]1C[C@H](N(CC1)CC1=C2C=CNC2=C(C=C1OC)C)C1=CC=C(C(=O)N[C@@H]([C@@H](C)CC)C(=O)O)C=C1 (4-((2S,4S)-4-ethoxy-1-((5-methoxy-7-methyl-1H-indol-4-yl)methyl)piperidin-2-yl)benzoyl)isoleucine